FC(C1=NN=C(O1)C1=CN=C(S1)CN1C(C(C=2C1=CN=CC2)(C)C)=O)F 1-({5-[5-(difluoromethyl)-1,3,4-oxadiazol-2-yl]-1,3-thiazol-2-yl}methyl)-3,3-dimethyl-1H,2H,3H-pyrrolo[2,3-c]pyridin-2-one